ClC=1C=C(C=CC1Cl)C=1NC2=CC(=C(C=C2C(C1)=O)O)O 2-(3,4-dichlorophenyl)-6,7-dihydroxyquinolin-4(1H)-one